OC1=CC(=CC2=CC(=CC=C12)NC1=C(C=C(C=C1)OC)OC)S(=O)(=O)O 1-hydroxy-6-(2,4-dimethoxyphenylamino)-3-naphthalenesulfonic acid